C1(CCC1)C1=CC(=C(C(=O)N2CCC(CC2)(F)C2=C(C#N)C=CC=C2)C=C1C=1NC(=C(N1)C)COC)C (1-(4-cyclobutyl-5-(5-(methoxymethyl)-4-methyl-1H-imidazol-2-yl)-2-methylbenzoyl)-4-fluoropiperidin-4-yl)benzonitrile